C(C)(C)(C)N(C(O)=O)[C@H]1CN(CCC1)CCC1=CC(=C(C(=C1)Cl)OCCOC)Cl.S1C(=NC=C1)C=1C=C(CNC(C2=C(C=CC(=C2)OCC(F)(F)F)OCC(F)(F)F)=O)C=CC1 N-(3-(thiazol-2-yl)benzyl)-2,5-bis(2,2,2-trifluoroethoxy)benzamide tert-butyl-(R)-(1-(3,5-dichloro-4-(2-methoxyethoxy)phenethyl)piperidin-3-yl)carbamate